C(C)(C)(C)OC(N[C@H]1C[C@H](CCC1)C(NC)=O)=O ((1R,3S)-3-(methylcarbamoyl)cyclohexyl)carbamic acid tert-butyl ester